N-(5-(2,6-dioxopiperidin-3-ylamino)-2-fluorophenyl)acetamide methyl-2-bromo-6-(naphthalen-1-yl)benzoate COC(C1=C(C=CC=C1C1=CC=CC2=CC=CC=C12)Br)=O.O=C1NC(CCC1NC=1C=CC(=C(C1)NC(C)=O)F)=O